FC1(CN(CC1)C1=NC=CC(=C1NC(=O)C=1C=NC(=NC1)C(C)C)C1=CC=CC=C1)F N-(2-(3,3-difluoropyrrolidin-1-yl)-4-phenyl-pyridin-3-yl)-2-isoprop-ylpyrimidine-5-carboxamide